N-[2-(3-methylbuten-2-yloxy)-4-(2-bromo-3-phenylbenzyloxy)-5-chlorobenzyl]serine CC(C(=C)OC1=C(CN[C@@H](CO)C(=O)O)C=C(C(=C1)OCC1=C(C(=CC=C1)C1=CC=CC=C1)Br)Cl)C